NC=1N=NC(=CC1C1=NC=CC(=C1)C1C[C@H]2COC[C@@H](C1)N2C(=O)OC(C)(C)C)C2=C(C(=CC=C2)F)OCOC tert-butyl (1R,5S,7r)-7-[2-[3-amino-6-[3-fluoro-2-(methoxymethoxy)phenyl]pyridazin-4-yl]-4-pyridyl]-3-oxa-9-azabicyclo[3.3.1]nonane-9-carboxylate